4-{[(6-bromo)Quinolin-4-yl]Amino}benzamide BrC=1C=C2C(=CC=NC2=CC1)NC1=CC=C(C(=O)N)C=C1